C1(CC1)C(=O)OC=1C(=NC(=CC1)Br)N 2-amino-6-bromopyridin-3-yl cyclopropanecarboxylate